octanoic acid-2-[4-(4,6-diphenyl-[1,3,5]triazin-2-yl)-3-hydroxy-phenoxy]-ethyl ester C1(=CC=CC=C1)C1=NC(=NC(=N1)C1=CC=CC=C1)C1=C(C=C(OCCOC(CCCCCCC)=O)C=C1)O